ClC1=CC2=C(N=CO2)C=C1 6-chlorobenzooxazol